(2S,4R)-1-((S)-2-amino-5-hydroxy-3,3-dimethylpentanoyl)-N-((S)-1-(4-ethynylphenyl)ethyl)-4-hydroxypyrrolidine-2-carboxamide N[C@H](C(=O)N1[C@@H](C[C@H](C1)O)C(=O)N[C@@H](C)C1=CC=C(C=C1)C#C)C(CCO)(C)C